tert-butyl (1S,6R)-3,8-diazabicyclo[4.2.0]octane-8-carboxylate [C@H]12CNCC[C@@H]2CN1C(=O)OC(C)(C)C